FC=1C=C(C=CC1)NC1=CC2=C(NC=N2)C=C1 N-(3-fluorophenyl)-1H-benzo[d]imidazol-5-amine